C(C1=CC=CC=C1)OC1=CC=C2C=C(NC2=C1)C(=O)O 6-(benzyloxy)-1H-indole-2-carboxylic acid